1'-((5-methyl-2-(4-(pyridin-4-yl)phenyl)oxazol-4-yl)methyl)-3H-spiro[isobenzofuran-1,4'-piperidine] CC1=C(N=C(O1)C1=CC=C(C=C1)C1=CC=NC=C1)CN1CCC2(CC1)OCC1=CC=CC=C12